6-[rac-(2R,5S)-5-methyl-2-piperidyl]indazole C[C@H]1CC[C@@H](NC1)C1=CC=C2C=NNC2=C1 |r|